3-Phosphoethanolamine C(CO)NP(=O)=O